NC1=CC=C(C)C=C1 dl-para-aminotoluene